N-(3-(5-(3,4-dimethyl-phenyl)-1H-pyrazolo[3,4-b]pyridine-3-carbonyl)-2,4-difluorophenyl)-propane-1-sulfonamide CC=1C=C(C=CC1C)C=1C=C2C(=NC1)NN=C2C(=O)C=2C(=C(C=CC2F)NS(=O)(=O)CCC)F